[Al](Cl)(Cl)Cl.C(CCC)[Sn](C1(NC=CC=C1)CCS)(CCCC)CCCC 2-(tributylstannanyl)pyridineethanethiol aluminum chloride